dioxidobutaneN [O-]C(=CCC)[O-]